chromic diethyl-terephthalate C(C)OC(C1=CC=C(C(=O)OCC)C=C1)=O.[Cr+3]